4-(bromomethyl)-2-((2,6-difluorobenzyl)(ethoxycarbonyl)amino)-5-(4-nitrophenyl)thiophene BrCC=1C=C(SC1C1=CC=C(C=C1)[N+](=O)[O-])N(C(=O)OCC)CC1=C(C=CC=C1F)F